tert-butyl (4-(6-cyano-1-cyclopropyl-5-fluoro-1H-indol-2-yl)cyclohex-3-en-1-yl)carbamate C(#N)C1=C(C=C2C=C(N(C2=C1)C1CC1)C1=CCC(CC1)NC(OC(C)(C)C)=O)F